2-diethylamino-ethyl 4-cyano-4-(3-cyclopentyloxy-4-methoxy-phenyl)-cyclohexanecarboxylate C(#N)C1(CCC(CC1)C(=O)OCCN(CC)CC)C1=CC(=C(C=C1)OC)OC1CCCC1